1-[(R)-1-(tetrahydro-2H-pyran-4-yl)ethyl]-3-{[4-(2-amino-6-fluoro-8-methoxy-4-quinazolinyl)-1H-1,2,3-triazol-1-yl]methyl}-1H-pyridin-2-one O1CCC(CC1)[C@@H](C)N1C(C(=CC=C1)CN1N=NC(=C1)C1=NC(=NC2=C(C=C(C=C12)F)OC)N)=O